COC(CC=1C(=CC=2OCOC2C1)O)=O (6-hydroxybenzo[2,1-d][1,3]dioxolan-5-yl)acetic acid methyl ester